(7-(3-(4-(trifluoromethyl)phenoxy)pyrazin-2-yl)-[1,2,4]triazolo[4,3-a]pyridin-3-yl)methanol FC(C1=CC=C(OC=2C(=NC=CN2)C2=CC=3N(C=C2)C(=NN3)CO)C=C1)(F)F